2-((2-(2-(2-bromo-4-fluorobenzyl)-5-(3,5-difluorobenzyl)-3-oxo-2,3,4,5,6,7-hexahydro-1H-pyrazolo[4,3-c]pyridin-1-yl) ethyl) amino)-2-oxoethyl acetate C(C)(=O)OCC(=O)NCCN1N(C(C=2CN(CCC21)CC2=CC(=CC(=C2)F)F)=O)CC2=C(C=C(C=C2)F)Br